C(C)(C)(C)[C@H]1N(CCC1O)C tert-butyl-(R)-1-methylpyrrolidin-3-ol